ClC=1C2=C(N=CN1)N(C=C2)[C@@H]2C=C([C@H]1OC(O[C@H]12)(C)C)CCC1=CC=C2C(C(=NC2=C1)SC)(C)C 4-Chloro-7-((3aS,4R,6aR)-6-(2-(3,3-dimethyl-2-(methylthio)-3H-indol-6-yl)ethyl)-2,2-dimethyl-3a,6a-dihydro-4H-cyclopenta[d][1,3]dioxol-4-yl)-7H-pyrrolo[2,3-d]pyrimidine